Tert-butyl (1-(5-bromo-6-(4-cyano-3-fluorophenyl)-4-methoxypyridin-2-yl)piperidin-4-yl)carbamate BrC=1C(=CC(=NC1C1=CC(=C(C=C1)C#N)F)N1CCC(CC1)NC(OC(C)(C)C)=O)OC